2H-[1,4':2',4''-terpyridine]-2''-carbonitrile N1(CC=CC=C1)C1=CC(=NC=C1)C1=CC(=NC=C1)C#N